4,6-bis(triazol-1-yl)isophthalic acid N1(N=NC=C1)C1=C(C=C(C(=O)O)C(=C1)N1N=NC=C1)C(=O)O